2-chloro-5-benzoylazobenzene ClC1=C(C=C(C=C1)C(C1=CC=CC=C1)=O)N=NC1=CC=CC=C1